C1(CCCCC1)CO[C@@H]([C@H](NC(=O)C1CNCC12CCOCC2)C(=O)N2CCC(CC2)C2=CC=C(C(=O)[O-])C=C2)C 4-(1-(O-(cyclohexylmethyl)-N-(8-oxa-2-azaspiro[4.5]decane-4-carbonyl)-L-threonyl)piperidin-4-yl)benzoate